C(C)(=O)N1CCN(CC1)C1=CC=C(C=C1)C=C (1E)-1-[4-(4-acetylpiperazin-1-yl)phenyl]-ethylene